IC=1N=C(N2N=C(C=C(C21)C2(CCCC2)C#N)N2[C@@H](COCC2)C)I {5,7-diiodo-2-[(3R)-3-methylmorpholin-4-yl]imidazo[1,5-b]pyridazin-4-yl}cyclopentane-1-carbonitrile